2-(3-ethylpentanoylamino)-4-[2-pyrazol-1-ylethyl-[4-(5,6,7,8-tetrahydro-1,8-naphthyridin-2-yl)butyl]amino]butanoic acid C(C)C(CC(=O)NC(C(=O)O)CCN(CCCCC1=NC=2NCCCC2C=C1)CCN1N=CC=C1)CC